1-(5-bromo-2-pyridyl)-3-(trifluoromethyl)pyrrolidin-3-ol BrC=1C=CC(=NC1)N1CC(CC1)(O)C(F)(F)F